ClC1(CC1)C(CN1N=CN=C1)(CC1=C(C=CC=C1)Cl)O 2-[2-(1-chlorocyclopropyl)-3-(2-chlorophenyl)-2-hydroxypropyl]-1,2,4-triazole